C1=CC=CC=2C3=CC=CC=C3C(C12)COC(=O)N([C@H](C(=O)O)COCCC(C)C)C (2S)-2-[9H-fluoren-9-ylmethoxycarbonyl-(methyl)amino]-3-isopentyloxy-propanoic acid